O1C(OCC1)C=1C=CC(=NC1)C=1C=C(C=CC1)NC=1C=C(C=2N(N1)C(=CN2)C(=O)[O-])N(C)CC2=CC=C(C=C2)OC.[K+] Potassium 6-({3-[5-(1,3-dioxolan-2-yl)pyridin-2-yl]phenyl}amino)-8-{[(4-methoxyphenyl)methyl](methyl)amino}imidazo[1,2-b]pyridazine-3-carboxylate